(5-(azidomethyl)-2,2-dimethyl-1,3-dioxan-5-yl)methyl-2-(dioctylamino)-1,1-difluoro-2-oxoethane N(=[N+]=[N-])CC1(COC(OC1)(C)C)CC(C(=O)N(CCCCCCCC)CCCCCCCC)(F)F